trans-4-[(5-cyano-2-methyl-3-pyridyl)methyl]cyclohexanecarboxylic acid C(#N)C=1C=C(C(=NC1)C)C[C@@H]1CC[C@H](CC1)C(=O)O